P(=O)(OOCC)(OOCC)[O-] diethoxy phosphate